N1=NC(=NC(=C1)O)O 1,2,4-Triazine-3,5-diol